NC1=C2N=C(N(C2=NC(=N1)F)CCNC(C(C)C)=O)CC=1C=C2C(CCC2=CC1I)=O N-(2-(6-amino-2-fluoro-8-((6-iodo-3-oxo-2,3-dihydro-1H-inden-5-yl)methyl)-9H-purin-9-yl)ethyl)isobutyramide